tert-Butyl 2'-((5-((1-phenylpropyl)carbamoyl)-1H-indol-1-yl)methyl)-[1,1'-biphenyl]-2-carboxylate C1(=CC=CC=C1)C(CC)NC(=O)C=1C=C2C=CN(C2=CC1)CC1=C(C=CC=C1)C=1C(=CC=CC1)C(=O)OC(C)(C)C